BrC=1C2=C(C3=C(N=C(N=C3C1F)N1C[C@H](CC1)N(C)C)NCC=1N=NC=CC1)COC2 (S)-6-Bromo-3-(3-(dimethylamino)pyrrolidin-1-yl)-5-fluoro-N-(pyridazin-3-ylmethyl)-7,9-dihydrofuro[3,4-f]quinazolin-1-amine